[8-fluoro-2-{[(2R,7aS)-2-fluorotetrahydro-1H-pyrrolizin-7a(5H)yl]methoxy}-4-(8-oxa-3-azabicyclo[3.2.1]octan-3-yl)pyrido[4,3-d]pyrimidin-7-yl]-6-methylquinolin-2-amine FC1=C(N=CC2=C1N=C(N=C2N2CC1CCC(C2)O1)OC[C@]12CCCN2C[C@@H](C1)F)C=1C(=NC2=CC=C(C=C2C1)C)N